Cl.C(C=C)(=O)OCCN(C)C dimethylaminoethyl acrylate hydrochloric acid salt